5-chloro-2-(4-methoxy-3-nitrophenoxy)pyridine ClC=1C=CC(=NC1)OC1=CC(=C(C=C1)OC)[N+](=O)[O-]